C=CCCCCCCCCCCCCCCCCCCCCC 1-tricosene